N-[[(2S,5r)-6-hydroxy-3-methyl-7-oxo-1,6-diazabicyclo[3.2.1]oct-3-en-2-yl]methyl]acetamide ON1[C@@H]2C=C([C@H](N(C1=O)C2)CNC(C)=O)C